(2r,3r,4r,5r)-2-{[(2-amino-3-bromoquinolin-7-yl) oxy] methyl}-5-(4-chloro-7H-pyrrolo[2,3-d]pyrimidin-7-yl)-3-methyltetrahydrofuran-3,4-diyldiacetate NC1=NC2=CC(=CC=C2C=C1Br)OC[C@@H]1O[C@H]([C@@H]([C@]1(CC(=O)[O-])C)CC(=O)[O-])N1C=CC2=C1N=CN=C2Cl